7-(methylamino)quinoline-6-carboxylic acid CNC1=C(C=C2C=CC=NC2=C1)C(=O)O